(3-(dibenzo[c,h]acridin-7-yl)phenyl)diphenylphosphine oxide C1=CC=CC=2C=CC=3C(=C4C=CC5=C(C4=NC3C21)C=CC=C5)C=5C=C(C=CC5)P(C5=CC=CC=C5)(C5=CC=CC=C5)=O